(acetoxymethyl)tetrahydro-2H-pyran-3,4,5-triyl triacetate C(C)(=O)OC1C(OCC(C1OC(C)=O)OC(C)=O)COC(C)=O